C1(CCC1)CCC(=O)N1CC(C(CC1)(O)CN1C=C(C(=CC1=O)C1=CC=CC=C1)C(=O)N(C)C(C)C)(C)C (1-(3-Cyclobutylpropanoyl)-4-hydroxy-3,3-dimethylpiperidin-4-yl)methyl-N-isopropyl-N-methyl-6-oxo-4-phenyl-1,6-dihydropyridine-3-carboxamide